NC1=NC=2C=C(C(=CC2C=2N1N=C(N2)[C@@H]2CC[C@@H](N(C2)C(=O)[C@H]2CN(CC2)CC(C)(C)O)C)F)OC [(2S,5R)-5-(5-amino-9-fluoro-8-methoxy[1,2,4]triazolo[1,5-c]quinazolin-2-yl)-2-methylpiperidin-1-yl][(3R)-1-(2-hydroxy-2-methylpropyl)pyrrolidin-3-yl]methanone